C(C1=CC=CC=C1)OC1=C(C=CC(=C1)F)C(C(=C)CN(C)C)=O 1-(2-(benzyloxy)-4-fluorophenyl)-2-((dimethylamino)methyl)prop-2-en-1-one